[Pd](Cl)Cl.CP.CP bis(methylphosphine) palladium (II) dichloride